6-(hydroxymethyl)-5-methylcyanopyridine OCC1=C(C=CC(=N1)C#N)C